8-(3-chloro-2-(trifluoromethoxy)phenyl)-9-(4-((1-(3-fluoropropyl)azetidin-3-ylidene)methyl)phenyl)-6,7-dihydro-5H-benzo[7]annulene-3-carboxylic acid ClC=1C(=C(C=CC1)C=1CCCC2=C(C1C1=CC=C(C=C1)C=C1CN(C1)CCCF)C=CC(=C2)C(=O)O)OC(F)(F)F